O1COC2=C1C=CC(=C2)COC2=CC=CC(=N2)C=2CCN(CC2)CC2=NC1=C(N2C[C@H]2OCC2)C=C(C=C1)C(=O)O (S)-2-((6-(benzo[d][1,3]dioxol-5-ylmethoxy)-3',6'-dihydro-[2,4'-bipyridin]-1'(2'H)-yl)methyl)-1-(oxetan-2-ylmethyl)-1H-benzo[d]imidazole-6-carboxylic acid